ammonium tetramethylsilanol CO[Si](C)(C)C.[NH4+]